7-bromo-2-(6-(4-isopropyl-4H-1,2,4-triazol-3-yl)pyridin-2-yl)-3,4-dihydroisoquinolin-1(2H)-one BrC1=CC=C2CCN(C(C2=C1)=O)C1=NC(=CC=C1)C1=NN=CN1C(C)C